17β-hydroxy-5α-androstane-3-one O[C@@H]1[C@]2(C)[C@@H](CC1)[C@@H]1CC[C@H]3CC(CC[C@]3(C)[C@H]1CC2)=O